O[C@@H]1[C@]2(C)[C@@H](CC1)[C@@H]1CCC3=CC(CCC3=C1CC2)=O 17β-hydroxyestra-4,9-dien-3-one